4,7-bis(benzo[d][1,3,2]dioxaborolan-2-yl)benzo[c][1,2,5]thiadiazole O1B(OC2=C1C=CC=C2)C2=CC=C(C1=NSN=C12)B1OC2=C(O1)C=CC=C2